ClCCNS(=O)(=O)C1=CC=C(C=C1)C=1C(=NC=CC1)N1CCCC1 N-(2-chloroethyl)-4-(2-(pyrrolidin-1-yl)pyridin-3-yl)benzenesulfonamide